FC1=CC=C(C=C1)NC([C@@H](C)C=1C=C2CCCN(C2=CC1)C(=O)[C@H]1OCCC1)=O (2S)-N-(4-fluorophenyl)-2-{1-[(2S)-oxolane-2-carbonyl]-1,2,3,4-tetrahydroquinolin-6-yl}propanamide